tert-butyl (trans)-4-({5-bromo-1-methylpyrazolo[4,3-b]pyridin-3-yl}oxy)cyclohexane-1-carboxylate BrC1=CC=C2C(=N1)C(=NN2C)O[C@@H]2CC[C@H](CC2)C(=O)OC(C)(C)C